ClC=1C(=NC(=NC1)NC1=NC=C(C=C1)C=1C(=NOC1C)C)NC1=CC(=CC=C1)C(F)(F)F 5-chloro-N2-(5-(3,5-dimethylisoxazol-4-yl)pyridin-2-yl)-N4-(3-(trifluoromethyl)Phenyl)pyrimidine-2,4-diamine